tert-butyl 4-(1,3-dimethyl-4-nitro-1H-pyrazol-5-yl)-3,6-dihydropyridine-1(2H)-carboxylate CN1N=C(C(=C1C=1CCN(CC1)C(=O)OC(C)(C)C)[N+](=O)[O-])C